F[C@@H]\1[C@H]2CC[C@@H](C/C1=C/C1=CC=C(N=N1)C=1C=C3C=CN=CC3=CC1O)N2 6-(6-((Z)-((1R,2S,5S)-2-fluoro-8-azabicyclo[3.2.1]octan-3-ylidene)methyl)pyridazin-3-yl)isoquinolin-7-ol